4-Ethynyl-1-(4-methoxybenzyl)-1H-pyrazolo[3,4-b]pyridine-5-carboxamide C(#C)C1=C2C(=NC=C1C(=O)N)N(N=C2)CC2=CC=C(C=C2)OC